Cl.NCCCCCC(=O)N1CC[C@@H](C2=CC=CC=C12)C(=O)N[C@H]1C(NC(CC1)=O)=O (4S)-1-(6-aminocaproyl)-N-[(3R)-2,6-dioxo-3-piperidinyl]-3,4-dihydro-2H-quinoline-4-carboxamide hydrochloride